ethyl 2-(5-amino-3-phenyl-4-(4-sulfamoylbenzyl)-1H-pyrazol-1-yl)-5-methylthiazole-4-carboxylate NC1=C(C(=NN1C=1SC(=C(N1)C(=O)OCC)C)C1=CC=CC=C1)CC1=CC=C(C=C1)S(N)(=O)=O